ClC=1C=C2C(=C(N(C2=CC1)C)C1=C(C=CC2=CC=CC=C12)O)CCCO 1-(5-chloro-3-(3-hydroxypropyl)-1-methyl-1H-indol-2-yl)naphthalen-2-ol